methyl (3S,4S)-1-methyl-2-thioxo-4-[4-(trifluoromethyl)phenyl]-3-pyrrolidinecarboxylate CN1C([C@@H]([C@H](C1)C1=CC=C(C=C1)C(F)(F)F)C(=O)OC)=S